ClC1=CC=C2C(=N1)NC=C2S(=O)(=O)NC=2C(=NC(=C(C2)F)Cl)OC 6-Chloro-N-(6-chloro-5-fluoro-2-methoxypyridin-3-yl)-1H-pyrrolo[2,3-b]pyridin-3-sulfonamid